CC(CCO)(CCO)O 3-methyl-pentane-1,3,5-triol